(3R,6S)-5-(6-(benzyloxy)pyrimidin-4-yl)-7-(difluoromethoxy)-2-methyl-3,6-dihydro-3,6-methano-benzol C(C1=CC=CC=C1)OC1=CC(=NC=N1)C1=C[C@@H]2C(=C[C@@H]1C2OC(F)F)C